CC(CC=O)C(C)C 3,4-dimethyl-1-pentanal